FC(C1=C(C=CC=C1)C1CCN(CC1)C(=O)C1=NNC2=C1CN(CC2)C(C)=O)(F)F 1-(3-(4-(2-(trifluoromethyl)phenyl)piperidin-1-carbonyl)-1,4,6,7-tetrahydro-5H-pyrazolo[4,3-c]pyridin-5-yl)ethan-1-one